di-tert-butyl ((S)-1-(5-(8-((1R,2R)-2-fluorocyclopropane-1-carboxamido)-[1,2,4]triazolo[1,5-a][1,6]naphthyridin-4-yl)-4-methylpyridin-2-yl)propyl) phosphate P(=O)(OC(C)(C)C)(OC(C)(C)C)O[C@@H](CC)C1=NC=C(C(=C1)C)C=1C=2N(C3=CC(=NC=C3C1)NC(=O)[C@@H]1[C@@H](C1)F)N=CN2